C(CCCCCCCCCCCCC)C1=C(C2=CC=CC=C2C=C1)CCCCCCCCCCCCCC di(tetradecyl)naphthalene